NC1=C(C(=CC(=N1)C=1C=C2[C@@H](N(C(C2=CC1)=O)C1C(NC(CC1)=O)=O)C)C)C 3-((S)-5-(6-Amino-4,5-dimethylpyridin-2-yl)-3-methyl-1-oxoisoindolin-2-yl)piperidin-2,6-dion